hexadecyl-ethylene C(CCCCCCCCCCCCCCC)C=C